2-[(2R,4R,5S)-1-(2,4-dichlorophenyl)-5-hydroxy-2,6,6-trimethylheptane-4-yl]-2,4-dihydro-3H-1,2,4-triazol-3-thione ClC1=C(C=CC(=C1)Cl)C[C@H](C[C@H]([C@H](C(C)(C)C)O)N1N=CNC1=S)C